NC1=NN2C(N=CC=C2)=C1C(=O)N[C@@H](C)C=1N(C(C2=C(C=CC=C2C1)N1CC2(C1)CCN(CC2)C)=O)C2=CC=CC=C2 (S)-2-amino-N-(1-(8-(7-methyl-2,7-diazaspiro[3.5]nonan-2-yl)-1-oxo-2-phenyl-1,2-dihydroisoquinolin-3-yl)ethyl)pyrazolo[1,5-a]pyrimidine-3-carboxamide